[Li]C[Li] dilithiomethan